C(C)(C)(C)OC(=O)NC1CCC(CC1)CC(=O)N1CCN(CC1)C1=C(C(=CC=C1)Cl)Cl N-t-butoxycarbonyl-4-{2-[4-(2,3-dichlorophenyl)-piperazin-1-yl]-2-oxo-ethyl}-cyclohexylamine